C(C)(C)(C)CC(C(=O)O)(C)C.ClC=1C=C(C=CC1OC)C1=CN=C(O1)CCl 5-(3-chloro-4-methoxyphenyl)-2-(chloromethyl)oxazole tertiary butyl-pivalate